(E)-4-(2-(7-methyl-5,6,7,8-tetrahydroimidazo[1,5-a]pyridin-1-yl)vinyl)thiazol CC1CC=2N(CC1)C=NC2/C=C/C=2N=CSC2